BrC(Br)C1=C(C#N)C=CC=C1OC dibromomethyl-3-methoxybenzonitrile